cyclopentyl (S)-(3-(1-((4-fluorophenyl)amino)-1-oxopropan-2-yl)bicyclo[1.1.1]pentan-1-yl)carbamate FC1=CC=C(C=C1)NC([C@@H](C)C12CC(C1)(C2)NC(OC2CCCC2)=O)=O